2-(((7-Methyl-3H-imidazo[4,5-b]pyridin-2-yl)methyl)thio)-3-phenethylpteridin-4(3H)-one CC1=C2C(=NC=C1)NC(=N2)CSC2=NC1=NC=CN=C1C(N2CCC2=CC=CC=C2)=O